[NH4+].N[C@@H](C)C(=O)[O-] alanine, ammonium salt